(S)-3-((2-(tert-butyl)-1-tolyl-1H-indol-3-yl)methyl)-3-methyl-2,3-dihydro-1H-inden-1-one C(C)(C)(C)C=1N(C2=CC=CC=C2C1C[C@]1(CC(C2=CC=CC=C12)=O)C)C1=C(C=CC=C1)C